6-amino-2-(6-amino-2-azaspiro[3.4]octan-2-yl)-5-((2,3-dichlorophenyl)thio)pyrimidin-4(3H)-one NC1=C(C(NC(=N1)N1CC2(C1)CC(CC2)N)=O)SC2=C(C(=CC=C2)Cl)Cl